6-[(3S)-3,4-Dimethylpiperazin-1-yl]-N-[2-(3-methylpyridin-2-yl)-[1,3]thiazolo[5,4-c]pyridin-6-yl]pyridin-2-amine C[C@H]1CN(CCN1C)C1=CC=CC(=N1)NC1=CC2=C(C=N1)SC(=N2)C2=NC=CC=C2C